2-(2-((3r,4r)-3-amino-4-fluoropiperidin-1-yl)-5,6-difluoro-1H-benzo[d]imidazol-1-yl)-N-(1,1-dioxo-2,3-dihydrothiophen-3-yl)-N-phenylacetamide N[C@@H]1CN(CC[C@H]1F)C1=NC2=C(N1CC(=O)N(C1=CC=CC=C1)C1CS(C=C1)(=O)=O)C=C(C(=C2)F)F